diphenylphenanthroline europium [Eu].C1(=CC=CC=C1)C=1C(=NC2=C3N=CC=CC3=CC=C2C1)C1=CC=CC=C1